O1CC(C1)NC(O[C@H]1CO[C@H](C1)C1=CC(=NN1)NC=1C=2N(C=CN1)N=C(C2)COC)=O (3R,5R)-5-(3-((2-(methoxymethyl) pyrazolo[1,5-a]pyrazin-4-yl)amino)-1H-pyrazol-5-yl)tetrahydrofuran-3-yl oxetan-3-ylcarbamate